1-((2,2-dimethyl-1,3-dioxolan-4-yl)methyl)4-(4,4,5,5-tetramethyl-1,3,2-dioxaborolan-2-yl)-1H-pyrazole CC1(OCC(O1)CN1N=CC(=C1)B1OC(C(O1)(C)C)(C)C)C